methyl-9-[(2-methylphenyl)methyl]-1,5,9-triazacyclododecan CN1CCCNCCCN(CCC1)CC1=C(C=CC=C1)C